O[C@@H](C)C=1N(C=CN1)CC1=NOC(=C1)C1=CC=C(C=C1)C#CC=1C=C(C(=O)N)C=CC1 (S)-3-((4-(3-((2-(1-hydroxyethyl)-1H-imidazol-1-yl)methyl)isoxazol-5-yl)phenyl)ethynyl)benzamide